1-butyldimethylchlorosilane C(CCC)[Si](Cl)(C)C